(2RS)-2-cyclopropyl-1-{3-[(1R)-1-{[6-(dimethylphosphoryl)-2-methylpyrido[3,4-d]pyrimidin-4-yl]amino}ethyl]-2-fluorophenyl}-1,1-difluoropropan-2-ol C1(CC1)[C@@](C(F)(F)C1=C(C(=CC=C1)[C@@H](C)NC=1C2=C(N=C(N1)C)C=NC(=C2)P(=O)(C)C)F)(C)O |&1:3|